C(CC)N1C(=CC2=C1N=CN=C2NC2=CC=CC=C2)C2=CC=CC=C2 7-propyl-N,6-diphenyl-7H-pyrrolo[2,3-d]pyrimidin-4-amine